(S)-1-(4-(benzylthio)-3-(trifluoromethyl)phenylamino)-1-oxo-3-phenylpropan-2-ylcarbamic acid tert-butyl ester C(C)(C)(C)OC(N[C@H](C(=O)NC1=CC(=C(C=C1)SCC1=CC=CC=C1)C(F)(F)F)CC1=CC=CC=C1)=O